C(C)OC(=O)C1=NN(C2=C1CCC=1C=NC(=NC21)I)CCO 1-(2-hydroxyethyl)-8-iodo-4,5-dihydro-1H-pyrazolo[4,3-h]quinazoline-3-carboxylic acid ethyl ester